2-(5-Bromo-4-fluoro-7H-pyrrolo[2,3-d]pyrimidin-7-yl)isonicotinonitrile BrC1=CN(C=2N=CN=C(C21)F)C=2C=C(C#N)C=CN2